trans-3-[3-fluoro-4-[4-[[1-[4-[[5-fluoro-4-[3-(2-oxo-1-piperidyl)phenyl]pyrimidin-2-yl]amino]cyclohexanecarbonyl]-4-piperidyl]methyl]piperazin-1-yl]anilino]piperidine-2,6-dione FC=1C=C(NC2C(NC(CC2)=O)=O)C=CC1N1CCN(CC1)CC1CCN(CC1)C(=O)[C@@H]1CC[C@H](CC1)NC1=NC=C(C(=N1)C1=CC(=CC=C1)N1C(CCCC1)=O)F